4'-(trans-4-pentylcyclohexyl)biphenyl-4-carbonitrile C(CCCC)[C@@H]1CC[C@H](CC1)C1=CC=C(C=C1)C1=CC=C(C=C1)C#N